(S)-(piperidin-3-yl)methanol N1C[C@H](CCC1)CO